(S)-1-(6-(2,4-di-tert-butoxypyrimidin-5-yl)imidazo[1,2-b]pyridazin-8-yl)-4,4-difluoropyrrolidin-3-yl (2,4,6-trifluorophenyl)carbamate FC1=C(C(=CC(=C1)F)F)NC(O[C@H]1CN(CC1(F)F)C=1C=2N(N=C(C1)C=1C(=NC(=NC1)OC(C)(C)C)OC(C)(C)C)C=CN2)=O